(4-chlorothieno[3,2-d]pyrimidin-6-yl)methanol ClC=1C2=C(N=CN1)C=C(S2)CO